2-{4-(naphthalen-1-yl)phenyl}-4-{3-(naphthalen-1-yl)phenyl}-6-{4-(pyridin-3-yl)phenyl}pyrimidine C1(=CC=CC2=CC=CC=C12)C1=CC=C(C=C1)C1=NC(=CC(=N1)C1=CC(=CC=C1)C1=CC=CC2=CC=CC=C12)C1=CC=C(C=C1)C=1C=NC=CC1